tert-butyl (2S,5S)-5-(((tert-butyldiphenylsilyl)oxy)methyl)-2-((2-(2-chloro-4-methylphenyl)propan-2-yl)carbamoyl)morpholine-4-carboxylate [Si](C1=CC=CC=C1)(C1=CC=CC=C1)(C(C)(C)C)OC[C@@H]1CO[C@@H](CN1C(=O)OC(C)(C)C)C(NC(C)(C)C1=C(C=C(C=C1)C)Cl)=O